(1R)-1-[6-(2,5-dichloropyrimidin-4-yl)-4-fluoro-1-(propan-2-yl)-1H-benzimidazol-2-yl]ethan-1-ol ClC1=NC=C(C(=N1)C=1C=C(C2=C(N(C(=N2)[C@@H](C)O)C(C)C)C1)F)Cl